O1C=C(C=C1)/C=C/C=1C=C(C(=C(C1)O)C(C)C)O (E)-5-(2-(furan-3-yl)vinyl)-2-isopropylbenzene-1,3-diol